C1(CC1)COC=1C=CC(=C(C1)S(=O)(=O)O)[N+](=O)[O-] 5-(cyclopropylmethoxy)-2-nitrobenzenesulfonic acid